(E)-3-(4-(6-(((1R,4R,5S)-2-azabicyclo[2.2.2]octan-5-yl)oxy)pyridazin-3-yl)-3-hydroxyphenyl)-N-methylacrylamide [C@H]12NC[C@H]([C@H](C1)OC1=CC=C(N=N1)C1=C(C=C(C=C1)/C=C/C(=O)NC)O)CC2